3-[7-[2-cyano-6-fluoro-3-[[methyl(2-tetrahydropyran-2-yloxyethyl)sulfamoyl]amino]phenoxy]quinoxalin-2-yl]-1-oxa-8-azaspiro[4.5]decane-8-carboxylate C(#N)C1=C(OC2=CC=C3N=CC(=NC3=C2)C2COC3(C2)CCN(CC3)C(=O)[O-])C(=CC=C1NS(N(CCOC1OCCCC1)C)(=O)=O)F